FC=1C=C(C=CC1F)N1C(CC[C@H]1C1=NC2=C(N1CC(C)O)C=CC(=C2)C=2C(=NOC2C)C)=O (5S)-1-(3,4-difluorophenyl)-5-(5-(3,5-dimethylisoxazol-4-yl)-1-(2-hydroxypropyl)-1H-benzo[d]imidazol-2-yl)pyrrolidin-2-one